tri(n-pentyl) cyclohexane-1,3,5-tripropionate C1(CC(CC(C1)CCC(=O)OCCCCC)CCC(=O)OCCCCC)CCC(=O)OCCCCC